C1(=CC=CC=C1)C1(C=CC2=C(O1)C=1C=C(C(=CC1C1=C2C(C2=CC=CC=C21)(C)C)OC(C2=CC=C(C=C2)OC(C2=CC=C(C=C2)OC(C2=CC=C(C=C2)CCCCCC)=O)=O)=O)OC)C2=CC=C(C=C2)N2CCCC2 3-phenyl-3-(4-(pyrrolidin-1-yl)phenyl)-13,13-dimethyl-6-methoxy-7-(4-(4-(4-hexylbenzoyloxy)benzoyloxy)benzoyloxy)-3H,13H-indeno[2',3':3,4]naphtho[1,2-b]pyran